5-(4-(2-((2-(2-aminoethoxy)ethoxy)ethyl)(ethyl)aminoethoxy)phenoxy)-6-(4-(methylsulfonyl)phenyl)naphthalene-2-ol hydrochloride Cl.NCCOCCOCCC(COC1=CC=C(OC2=C3C=CC(=CC3=CC=C2C2=CC=C(C=C2)S(=O)(=O)C)O)C=C1)NCC